C(C)N1C[C@H](CCC1)NC=1C2=C(C(=NN1)C1=C(C=C(C=C1)S(=O)(=O)C)O)COC2 2-[4-[[(3S)-1-ethyl-3-piperidyl]amino]-5,7-dihydrofuro[3,4-d]pyridazin-1-yl]-5-methylsulfonyl-phenol